tert-butyl (S)-3-((8-(methyl(phenyl)carbamoyl)quinolin-5-yl)amino)pyrrolidine-1-carboxylate CN(C(=O)C=1C=CC(=C2C=CC=NC12)N[C@@H]1CN(CC1)C(=O)OC(C)(C)C)C1=CC=CC=C1